N-[4-(naphthalen-1-yl)phenyl]-N-(4-{8-oxatricyclo[7.4.0.02,7]trideca-1(13),2,4,6,9,11-hexaen-6-yl}phenyl)-4'-{9,9'-spirobi[fluoren]-8-yl}-[1,1'-biphenyl]-4-amine C1(=CC=CC2=CC=CC=C12)C1=CC=C(C=C1)N(C1=CC=C(C=C1)C1=CC=C(C=C1)C=1C=CC=C2C=3C=CC=CC3C3(C12)C1=CC=CC=C1C=1C=CC=CC13)C1=CC=C(C=C1)C=1C=CC=C3C2=CC=CC=C2OC13